1-(4-vinylbenzyl)-5,5'-undecamethylenebis(1H-tetrazole) C(=C)C1=CC=C(CC(CCCCCCCCCCC2=NN=NN2)C2=NN=NN2)C=C1